pregna-1,4-diene-3,11,20-trione CC([C@H]1CC[C@H]2[C@@H]3CCC4=CC(C=C[C@]4(C)[C@H]3C(C[C@]12C)=O)=O)=O